OC1=C(C(=O)O)C=C(C=C1)\C=C\C1=C(C=CC=C1)C1=NC(=NC=C1)NC1=CC=C(C=C1)C(F)(F)F (E)-2-hydroxy-5-(2-(2-((4-(trifluoromethyl)phenyl)amino)pyrimidin-4-yl)styryl)benzoic acid